C1(CC1)C1=C(C(=NO1)C1=C(C=CC=C1Cl)Cl)C1=CC2(C1)CCN(CC2)C=2SC1=C(N2)C(=CC(=C1)C(=O)NS(=O)(=O)C)F 2-(2-(5-cyclopropyl-3-(2,6-dichlorophenyl)isoxazol-4-yl)-7-azaspiro[3.5]non-1-en-7-yl)-4-fluoro-N-(methylsulfonyl)benzo[d]thiazole-6-carboxamide